2-(2-chloro-5-fluorophenyl)-N-(4-(((5-fluoropyridin-2-yl)oxy)methyl)-3-sulfamoylphenyl)acetamide ClC1=C(C=C(C=C1)F)CC(=O)NC1=CC(=C(C=C1)COC1=NC=C(C=C1)F)S(N)(=O)=O